C(CCC)C1=C(C=C(C=C1O)C)O 2-Butyl-5-methylbenzene-1,3-diol